CC1=C2C(=C(C(=C1C)O2)C)C (2,3,5,6-tetramethyl-1,4-phenylene) ether